FC1=C(C(=C2C=CNC2=C1)SCCOC)OC=1C=C(C#N)C=CC1 3-((6-fluoro-4-((2-methoxyethyl)thio)-1H-indol-5-yl)oxy)benzonitrile